3-(6-((5-(5-(difluoromethyl)-1,3,4-oxadiazol-2-yl)pyrimidin-2-yl)amino)-4-phenyl-1H-benzo[d]imidazol-1-yl)propane-1,2-diol FC(C1=NN=C(O1)C=1C=NC(=NC1)NC=1C=C(C2=C(N(C=N2)CC(CO)O)C1)C1=CC=CC=C1)F